9-(3-(9H-carbazol-9-yl)phenyl)-3-(dibromophenyl)-9H-carbazol C1=CC=CC=2C3=CC=CC=C3N(C12)C=1C=C(C=CC1)N1C2=CC=CC=C2C=2C=C(C=CC12)C1=C(C(=CC=C1)Br)Br